(9H-fluoren-9-yl)methyl (1-((2,2-diethoxy ethyl)(2-methylbutyl)amino)-3-hydroxy-1-oxopropan-2-yl)carbamate C(C)OC(CN(C(C(CO)NC(OCC1C2=CC=CC=C2C=2C=CC=CC12)=O)=O)CC(CC)C)OCC